isopropyl 3-(3-acrylamido-4-methylphenyl)-2-(6-morpholinopyridin-3-yl)-1H-pyrrolo[2,3-b]pyridine-5-carboxylate C(C=C)(=O)NC=1C=C(C=CC1C)C1=C(NC2=NC=C(C=C21)C(=O)OC(C)C)C=2C=NC(=CC2)N2CCOCC2